NC=1C(=NC=C(C1)C)C(C)(C)O 2-(3-amino-5-methylpyridin-2-yl)propan-2-ol